6-(2-fluorophenyl)-1',2-dimethyl-5,6-dihydro-7H-spiro[pyrido[4,3-d]pyrimidine-8,3'-pyrrolidine]-5',7-dione FC1=C(C=CC=C1)N1CC2=C(N=C(N=C2)C)C2(CN(C(C2)=O)C)C1=O